NC=1C2=C(N=CN1)N(C(=C2C2=CC=C(C=C2)OC2=NC=CC=N2)C2=CCC1(CN(C1)C(C(=C)C)=O)CC2)C 1-(7-(4-amino-7-methyl-5-(4-(pyrimidin-2-yloxy)phenyl)-7H-pyrrolo[2,3-d]pyrimidin-6-yl)-2-azaspiro[3.5]non-6-en-2-yl)-2-methylprop-2-en-1-one